C(N)(=O)C1=CC2=C(N(C(=N2)NC(=O)C2=CC(=NN2CC)C)C/C=C/CNC(OC(C)(C)C)=O)C(=C1)OCCCO tert-butyl (E)-(4-(5-carbamoyl-2-(1-ethyl-3-methyl-1H-pyrazole-5-carboxamido)-7-(3-hydroxypropoxy)-1H-benzo[d]imidazol-1-yl)but-2-en-1-yl)carbamate